N-[(9H-fluoren-9-ylmethoxy)carbonyl]-beta-alanine C1=CC=CC=2C3=CC=CC=C3C(C12)COC(=O)NCCC(=O)O